lithium difluoro dioxalate phosphate ethyl-2-[4-[(1R)-3-(3-bromo-2-methyl-phenoxy)-1-methyl-propyl]-1-piperidyl]acetate C(C)OC(CN1CCC(CC1)[C@@H](CCOC1=C(C(=CC=C1)Br)C)C)=O.P(=O)([O-])(O)O.C(C(=O)O)(=O)OF.C(C(=O)O)(=O)OF.[Li+]